Diethyl 1-(2,2-dimethoxyethyl)-1H-pyrazole-3,5-dicarboxylate COC(CN1N=C(C=C1C(=O)OCC)C(=O)OCC)OC